CC1=NC(=NC=C1C#N)N1C=NC(=C1)CN1C[C@@H](N[C@@H](C1)C=1C(=C2COC(C2=CC1)=O)C)C 4-methyl-2-(4-(((3s,5r)-3-methyl-5-(4-methyl-1-oxo-1,3-dihydroisobenzofuran-5-yl)piperazin-1-yl)methyl)-1H-imidazol-1-yl)pyrimidine-5-carbonitrile